C(#N)C1(CC1)CNC1CCN(CC1)C(CN1N=C(C(=C1)NC(=O)C=1C=NN2C1N=CC=C2)C2=C(C=CC(=C2)SC(C)C)OC(F)F)=O N-[1-[2-[4-[(1-cyanocyclopropyl)methylamino]-1-piperidyl]-2-oxo-ethyl]-3-[2-(difluoromethoxy)-5-isopropylsulfanyl-phenyl]pyrazol-4-yl]pyrazolo[1,5-a]pyrimidine-3-carboxamide